4-((2,9-Diazaspiro[5.5]undecan-2-yl)methyl)-2-fluorobenzonitrile dihydrochloride Cl.Cl.C1N(CCCC12CCNCC2)CC2=CC(=C(C#N)C=C2)F